FC1=C(C=CC(=N1)C=O)C1(CC1)C 6-fluoro-5-(1-methylcyclopropyl)pyridinecarboxaldehyde